4-((4-Chloro-3,5-Difluorobenzyl)Oxy)Aniline ClC1=C(C=C(COC2=CC=C(N)C=C2)C=C1F)F